C12CC(CC(CC1)N2)NC=2C=1N(N=CC2C(N)=NC2=C(C=C(C=C2)O)Cl)C=C(C1)C=1C=NN(C1)C 4-((8-azabicyclo[3.2.1]octan-3-yl)amino)-N'-(2-chloro-4-hydroxyphenyl)-6-(1-methyl-1H-pyrazol-4-yl)-pyrrolo[1,2-b]pyridazine-3-carboximidamide